methyl 5-chloro-1-cyclopropyl-1H-pyrrolo[3,2-b]pyridine-7-carboxylate ClC1=CC(=C2C(=N1)C=CN2C2CC2)C(=O)OC